5,7-dihydroxy-8-((2-aminothiazol-5-yl)oxy)-2-(4-(methylpiperazin-1-yl)phenyl)-4H-chromen-4-one OC1=C2C(C=C(OC2=C(C(=C1)O)OC1=CN=C(S1)N)C1=CC=C(C=C1)N1C(CNCC1)C)=O